(R)-1-(4-((4-((2-fluoro-4-((2-(3-(trifluoromethyl)piperidin-1-yl)pyridin-4-yl)oxy)phenyl)amino)-7-methoxyquinazolin-6-yl)amino)piperidin-1-yl)prop-2-en-1-one FC1=C(C=CC(=C1)OC1=CC(=NC=C1)N1C[C@@H](CCC1)C(F)(F)F)NC1=NC=NC2=CC(=C(C=C12)NC1CCN(CC1)C(C=C)=O)OC